2,4-Di-tert-pentylphenol C(C)(C)(CC)C1=C(C=CC(=C1)C(C)(C)CC)O